5-[6-ethoxy-3-(1H-imidazol-5-yl)imidazo[1,2-a]pyrimidin-2-yl]-3-(trifluoromethyl)-1H-1,2,4-triazole C(C)OC=1C=NC=2N(C1)C(=C(N2)C2=NC(=NN2)C(F)(F)F)C2=CN=CN2